CC1(CCC=2C1=NC1=C(C2NC(=O)N=[S@@](=O)(N)C=2SC(=CC2F)C(C)(C)O)CCC1)C (S)-N'-((3,3-dimethyl-1,2,3,5,6,7-hexahydro-dicyclopenta[b,e]pyridin-8-yl)carbamoyl)-3-fluoro-5-(2-hydroxy-propan-2-yl)thiophene-2-sulfonimidamide